N1CC(C1)C1=NN(C(=C1)NCC=1SC(=CC1)Cl)C(=O)C1=CC=CC=2OCCOC21 3-(azetidin-3-yl)-N-[(5-chlorothiophen-2-yl)methyl]-1-(2,3-dihydro-1,4-benzodioxine-5-carbonyl)-1H-pyrazol-5-amine